bis(3-(naphthalen-1-yl)phenyl)amine C1(=CC=CC2=CC=CC=C12)C=1C=C(C=CC1)NC1=CC(=CC=C1)C1=CC=CC2=CC=CC=C12